(S)-3-(3,5-dichlorophenyl)-1-(1-(6,7-difluoro-1-oxo-1,2-dihydroisoquinolin-4-yl)ethyl)-1-methylurea ClC=1C=C(C=C(C1)Cl)NC(N(C)[C@@H](C)C1=CNC(C2=CC(=C(C=C12)F)F)=O)=O